CN1C=C(C2=CC=CC(=C12)N1N=CC=C1)S(=O)(=O)Cl methyl-7-pyrazol-1-yl-1H-indole-3-sulfonyl chloride